C(C=C)(=O)N1[C@@H](CN(C[C@@H]1C)C1=NC(N2C3=C(C(=C(C=C13)C(F)(F)F)C1=CC(=CC=C1)Cl)SC[C@H](C2)OC2=CC=C(C=C2)F)=O)C (S)-8-((3R,5S)-4-acryloyl-3,5-dimethylpiperazin-1-yl)-11-(3-chlorophenyl)-3-(4-fluorophenoxy)-10-(trifluoromethyl)-3,4-dihydro-2H,6H-[1,4]thiazepino[2,3,4-ij]quinazolin-6-one